3-(6-Hydroxyimidazo[1,2-b]pyridazin-3-yl)propionic acid OC=1C=CC=2N(N1)C(=CN2)CCC(=O)O